C1(=CC(=CC=C1)C(=O)N1CC2=C(CC1)SC(=C2)C2=NOC(=N2)C(F)(F)F)C m-tolyl(2-(5-(trifluoromethyl)-1,2,4-oxadiazol-3-yl)-6,7-dihydrothieno[3,2-c]pyridin-5(4H)-yl)methanone